dodecyne-3-ol C#CC(CCCCCCCCC)O